(S,E)-2-cyclopropyl-N-(1-(3,3-difluorocyclobutyl)-3-(methylsulfonyl)allyl)-4-phenoxypyrimidine-5-carboxamide C1(CC1)C1=NC=C(C(=N1)OC1=CC=CC=C1)C(=O)N[C@H](\C=C\S(=O)(=O)C)C1CC(C1)(F)F